13-hexadecatrienal CCCC(=O)CCCCCCC=CC=CC=C